NC1=CC(=C(C=N1)N1C[C@@H](N(CC1)C(=O)C1=NC=C(C(=C1)OC)C1=CC=C(C=C1)C(F)(F)F)CC(F)F)OC [(S)-4-(6-Amino-4-methoxy-pyridin-3-yl)-2-(2,2-difluoroethyl)-piperazin-1-yl]-[4-methoxy-5-(4-trifluoromethylphenyl)-pyridin-2-yl]-methanon